C(C)(C)(C)OC(=O)N1[C@H](CC(C1)OC(C)=O)C1=C(C=CC(=C1)F)OC (2R)-4-Acetyloxy-2-(5-fluoro-2-methoxyphenyl)pyrrolidine-1-carboxylic acid tert-butyl ester